magnesium phosphinate [PH2]([O-])=O.[Mg+2].[PH2]([O-])=O